C(C)C=1C=C(C(=NC1)OC)S(=O)(=O)Cl 5-ethyl-2-methoxypyridine-3-sulfonyl chloride